CS(=O)(=O)CCC(C1COC1)C=1C=CC(=NC1)N1N=CC(=C1)C1=C(C(=NC=C1)N)[N+](=O)[O-] 4-(1-(5-(3-(methylsulfonyl)-1-(oxetan-3-yl)propyl)pyridin-2-yl)-1H-pyrazol-4-yl)-3-nitropyridin-2-amine